tert-butyl (2R,5S)-2-((R)-(3-(benzyloxy)phenyl)(hydroxy)methyl)-5-propylpyrrolidine-1-carboxylate C(C1=CC=CC=C1)OC=1C=C(C=CC1)[C@H]([C@@H]1N([C@H](CC1)CCC)C(=O)OC(C)(C)C)O